2-(4,4-difluoro-1-hydroxycyclohexyl)-(N-(cyclopropyl))-N-ethylacetamide FC1(CCC(CC1)(O)CC(=O)N(CC)C1CC1)F